ClC=1N=C(C2=C(N1)C(=C(N=C2)C2=CC(=CC1=CC=C(C(=C21)C#C[Si](C(C)C)(C(C)C)C(C)C)F)O[Si](C(C)C)(C(C)C)C(C)C)F)N2C[C@@](CCC2)(O)C (R)-1-(2-chloro-8-fluoro-7-(7-fluoro-8-((triisopropylsilyl)ethynyl)-3-((triisopropylsilyl)oxy)naphthalen-1-yl)pyrido[4,3-d]pyrimidin-4-yl)-3-methylpiperidin-3-ol